ClC=1C=CC2=C(N=C(C3=C(N2)C=CC=C3)N3CCN(CC3)CC)C1 8-chloro-11-(4-ethylpiperazin-1-yl)-5H-dibenzo[b,e][1,4]diazepine